C(#N)C=1C(=NC(=C(C1SC)C#N)N1CCN(CCC1)C)SC(C(=O)N)C1=CC=CC=C1 2-((3,5-dicyano-6-(4-methyl-1,4-diazepan-1-yl)-4-(methylsulfanyl)pyridine-2-yl)thio)-2-phenylacetamide